[Se].[Co] cobalt-selenium